3-phenylhex-1,5-diene C1(=CC=CC=C1)C(C=C)CC=C